OCC1CCC(CC1)CN1CCN(CC1)C(=O)OC(C)(C)C tert-butyl 4-[[4-(hydroxymethyl)cyclohexyl]methyl]piperazine-1-carboxylate